N-(2-(4,4-Difluoropiperidin-1-yl)-6-methylpyrimidin-4-yl)-6-((2-hydroxyethyl)sulfonamido)-4-(6-azaspiro[2.5]octan-6-yl)nicotinamid FC1(CCN(CC1)C1=NC(=CC(=N1)NC(C1=CN=C(C=C1N1CCC2(CC2)CC1)NS(=O)(=O)CCO)=O)C)F